C1(CC1)C=1C=NC(=NC1)N1CCNCC1 5-Cyclopropyl-2-(piperazin-1-yl)pyrimidine